3-{4-[(2-{[3-(azetidin-3-yl)pyridin-4-yl](methyl)amino}ethyl)oxy]phenyl}hexahydropyridine-2,6-dione N1CC(C1)C=1C=NC=CC1N(CCOC1=CC=C(C=C1)C1C(NC(CC1)=O)=O)C